(S)-2-(6-chloro-8-(difluoromethoxy)imidazo[1,2-a]pyridin-2-yl)-N-(3-cyclopropyl-2H-pyrazol-5-yl)propanamide ClC=1C=C(C=2N(C1)C=C(N2)[C@@H](C(=O)NC=2C=C(NN2)C2CC2)C)OC(F)F